[Si](C)(C)(C(C)(C)C)OC1=C(N)C(=CC=C1)C 2-((tert-butyldimethylsilyl)oxy)-6-methylaniline